2-((2-((4-(4-(5-acrylamidoadamantan-2-yl)piperazin-1-yl)-2-methoxyphenyl)amino)-5-(trifluoromethyl)pyrimidin-4-yl)amino)-N,3-dimethylbenzamide C(C=C)(=O)NC12CC3C(C(CC(C1)C3)C2)N2CCN(CC2)C2=CC(=C(C=C2)NC2=NC=C(C(=N2)NC2=C(C(=O)NC)C=CC=C2C)C(F)(F)F)OC